3-[1-hexyltrideca-2,4,10-trienyl]tetrahydrofuran-2,5-dione C(CCCCC)C(C=CC=CCCCCC=CCC)C1C(OC(C1)=O)=O